((5-(4-hydroxypiperidin-1-yl)pyridin-2-yl)amino)-4-(pyrrolo[1,2-b]pyridazin-4-yl)-2,3-dihydro-1H-pyrrolo[3,4-c]pyridin-1-one OC1CCN(CC1)C=1C=CC(=NC1)NN1CC=2C(=NC=CC2C1=O)C=1C=2N(N=CC1)C=CC2